normal butylamine hydrochloride salt Cl.C(CCC)N